2-[4-[4-(Cyclohexylmethylcarbamoyl)-phenyl]-6-(4-hydroxy-piperidin-1-yl)-pyrimidin-2-ylamino]-4-methyl-5-thiazolecarboxylic acid ethyl ester C(C)OC(=O)C1=C(N=C(S1)NC1=NC(=CC(=N1)C1=CC=C(C=C1)C(NCC1CCCCC1)=O)N1CCC(CC1)O)C